N-(4-((benzyloxy)methyl)-3-fluorophenyl)-5-(4,5-diamino-6-methylpyrimidin-2-yl)-2-fluorobenzamide C(C1=CC=CC=C1)OCC1=C(C=C(C=C1)NC(C1=C(C=CC(=C1)C1=NC(=C(C(=N1)N)N)C)F)=O)F